C[C@H](CCCCCCCC)CCCCCCCCCCCCCCCC (R)-9-Methylpentacosane